FC1=CC(=C(C=C1)C=1C=CC=2N(C1)C(=NN2)CN(C)C)OCCC=2C(=NN(C2CC(C)C)C)C 1-(6-(4-fluoro-2-(2-(5-isobutyl-1,3-dimethyl-1H-pyrazol-4-yl)ethoxy)phenyl)-[1,2,4]triazolo[4,3-a]pyridin-3-yl)-N,N-dimethylmethanamine